N-(2-(Hydrazinecarbonyl)thiophen-3-yl)-2-(4-methoxyphenyl)acetamide N(N)C(=O)C=1SC=CC1NC(CC1=CC=C(C=C1)OC)=O